[N-](S(=O)(=O)C(F)(F)F)S(=O)(=O)C(F)(F)F.C(C)[N+](CC)(CC)CC tetraethylammonium bistrifluoromethanesulfonimide